C1(CCC1)NC1=NC(=CC(=C1)C(=O)NC[C@@H](O)[C@H]1N(CC2=CC(=CC=C2C1)O)C(=O)OC(C)(C)C)N(C)CCOC tert-butyl (3S)-3-[(1R)-2-[[2-(cyclobutylamino)-6-[2-methoxyethyl(methyl)-amino]pyridine-4-carbonyl]amino]-1-hydroxy-ethyl]-7-hydroxy-3,4-dihydro-1H-isoquinoline-2-carboxylate